C(C)(C)(C)OC(=O)N1CCOC[C@@](C1)(C)OC |o1:12| (2S,6S*)-4-[(tert-butoxy)carbonyl]-6-methoxy-6-methyl-1,4-oxazepane